N,N-dimethyl-sulfonamide CN(S(=O)=O)C